CC1CCC(O1)=O 5-methyl-oxolane-2-one